C1=CC=CC=2C3=CC=CC=C3N(C12)C=1C=CC=2N(C3=CC=C(C=C3C2C1)N1C2=CC=CC=C2C=2C=CC=CC12)C1=CC=C(C=C1)C=1C=NC=C(C1C1=CC=C(C#N)C=C1)C1=CC=C(C=C1)N1C2=CC=C(C=C2C=2C=C(C=CC12)N1C2=CC=CC=C2C=2C=CC=CC12)N1C2=CC=CC=C2C=2C=CC=CC12 4-(3,5-bis(4-(9'H-[9,3':6',9''-tercarbazol]-9'-yl)phenyl)pyridin-4-yl)benzonitrile